2-METHOXY-4-VINYLPHENOL COC1=C(C=CC(=C1)C=C)O